methyl 1-((3,3-difluoro-1-methylcyclobutyl)methyl)-3-(1-fluorocyclopropyl)-4-iodo-1H-pyrazole-5-carboxylate FC1(CC(C1)(C)CN1N=C(C(=C1C(=O)OC)I)C1(CC1)F)F